fluorene sodium salt [Na].C1=CC=CC=2C3=CC=CC=C3CC12